COC=1C=CC=C2C=C(C=3N(C12)N=CN3)C(=O)OCC ethyl 9-methoxy-[1,2,4]triazolo[1,5-a]quinoline-4-carboxylate